({[5-(prop-2-en-1-yloxy)pentyl]oxy}methyl)benzene C(C=C)OCCCCCOCC1=CC=CC=C1